1-((R)-3-(3-chloro-5-((R)-1-methyl-2-thioxohexahydropyrimidin-5-yl)phenyl)morpholino)prop-2-en-1-one ClC=1C=C(C=C(C1)[C@@H]1CNC(N(C1)C)=S)[C@@H]1COCCN1C(C=C)=O